COC1=C(C=C(C(=C1)N(C)C)[N+](=O)[O-])N 2-methoxy-N4,N4-Dimethyl-5-nitrobenzene-1,4-diamine